8'-Bromo-3-((tetrahydro-2H-pyran-2-yl)oxy)spiro[cyclobutane-1,1'-pyrrolo[2,3-c]quinolin]-2'(3'H)-one BrC1=CC=2C3=C(C=NC2C=C1)NC(C31CC(C1)OC1OCCCC1)=O